tert-butyl (3-(3-(2-(1,3-dioxoisoindolin-2-yl)ethyl)-2-oxopyridin-1(2H)-yl)propyl)carbamate O=C1N(C(C2=CC=CC=C12)=O)CCC=1C(N(C=CC1)CCCNC(OC(C)(C)C)=O)=O